1-((5-(Aminomethyl)-1-(3-(methylsulfonyl)propyl)-1H-indol-2-yl)methyl)-4,6-difluoro-3-cyclopropyl-1,3-dihydro-2H-benzo[d]imidazol-2-one NCC=1C=C2C=C(N(C2=CC1)CCCS(=O)(=O)C)CN1C(N(C2=C1C=C(C=C2F)F)C2CC2)=O